7-fluoro-2-((2S,4S)-2-hydroxy-4-((6-oxo-5-(trifluoromethyl)-1,6-dihydropyridazin-4-yl)amino)pentyl)-6-(5-(trifluoromethyl)pyrimidin-2-yl)isoquinolin-1(2H)-one FC1=C(C=C2C=CN(C(C2=C1)=O)C[C@H](C[C@H](C)NC=1C=NNC(C1C(F)(F)F)=O)O)C1=NC=C(C=N1)C(F)(F)F